C1(=CC=CC2=CC3=CC=CC=C3C=C12)NC1=CC=CC2=CC3=CC=CC=C3C=C12 anthracenyl-(ANTHRACENYLAMINE)